acetyl-6-methyl-4,5-dihydropyridazin-3(2H)-one C(C)(=O)N1N=C(CCC1=O)C